5-cyclohexyliden-2-norbornene C1(CCCCC1)=C1C2C=CC(C1)C2